OCCC(C(N=NC(C#N)(C)C)(C#N)C)CCO di(2-hydroxyethyl)azobisisobutyronitrile